(S)-2-(1-(3-(2-bromophenyl)thioureido)-2-phenylethyl)-5-(1H-indol-3-yl)-oxazole-4-carboxylic methyl ester COC(=O)C=1N=C(OC1C1=CNC2=CC=CC=C12)[C@H](CC1=CC=CC=C1)NC(=S)NC1=C(C=CC=C1)Br